C1[C@@H]2[C@H]([C@H]([C@@H](O2)N3C=NC4=C(N=CN=C43)N)O)OP(=O)(OC[C@@H]5[C@H]([C@H]([C@@H](O5)N6C=NC7=C(N=CN=C76)N)O)OP(=O)(O1)[O-])[O-] The molecule is an organophosphate oxoanion obtained by deprotonation of the phosphate OH groups of cyclic di-AMP; major species at pH 7.3. It is a conjugate base of a cyclic di-AMP.